6-bromo-4-{4-[(2-methoxyphenyl)methyl]piperazin-1-yl}-1-methyl-2-oxo-1,2-dihydro-1,5-naphthyridine BrC=1N=C2C(=CC(N(C2=CC1)C)=O)N1CCN(CC1)CC1=C(C=CC=C1)OC